trithiophene phosphate P(=O)(O)(O)O.S1C=CC=C1.S1C=CC=C1.S1C=CC=C1